tert-butyl 1-(hydroxymethyl)cyclohexanecarboxylate OCC1(CCCCC1)C(=O)OC(C)(C)C